C(\C=C/C(=O)[O-])(=O)[O-].C(\C=C/C(=O)[O-])(=O)[O-].C[Sn+4]C dimethyltin dimaleate